N-(3-(4-(4-(2,6-dioxopiperidin-3-yl)phenyl)piperazin-1-yl)propyl)benzamide O=C1NC(CCC1C1=CC=C(C=C1)N1CCN(CC1)CCCNC(C1=CC=CC=C1)=O)=O